CC12CNCC2C1C(=O)NC(C)(C)C1=NNC2=C(C=CC=C12)C 1-methyl-N-(2-(7-methyl-1H-indazol-3-yl)propan-2-yl)-3-azabicyclo[3.1.0]hexane-6-carboxamide